CC1=NC(=NC(=C1)NC1=NNC(=C1)C)N1CC2CCC(C1)N2C=O (3-(4-methyl-6-((5-methyl-1H-pyrazol-3-yl)amino)pyrimidin-2-yl)-3,8-diazabicyclo[3.2.1]oct-8-yl)methanone